(S)-3-(4-(trifluoromethyl)phenyl)morpholine FC(C1=CC=C(C=C1)[C@@H]1NCCOC1)(F)F